1,7-bis(3-allyl-4-hydroxy-5-methoxyphenyl)-1,6-heptadiene-3,5-dione C(C=C)C=1C=C(C=C(C1O)OC)C=CC(CC(C=CC1=CC(=C(C(=C1)OC)O)CC=C)=O)=O